BrC1=CC(=CC=C1)OCCC=C 1-bromo-3-(but-3-en-1-yloxy)benzene